2-(2,6-dioxo-3-piperidinyl)-4-methyl-5-[1-[3-(4-piperidinyl)cyclobutyl]-4-piperidinyl]isoindoline-1,3-dione trifluoroacetate FC(C(=O)O)(F)F.O=C1NC(CCC1N1C(C2=CC=C(C(=C2C1=O)C)C1CCN(CC1)C1CC(C1)C1CCNCC1)=O)=O